(4-(2-(4-chlorophenyl)cyclopropyl)benzoyl)(pyridin-1-ium-1-yl)amide ClC1=CC=C(C=C1)C1C(C1)C1=CC=C(C(=O)[N-][N+]2=CC=CC=C2)C=C1